ClC=1C(=NC(=NC1)N[C@H]1CN(CC1)C(=O)C=1C=C(C=CC1)N1C(C=CC1=O)=O)OC([2H])([2H])[2H] (R)-1-(3-(3-((5-chloro-4-(trideuteriomethoxy)pyrimidin-2-yl)amino)pyrrolidine-1-carbonyl)phenyl)-1H-pyrrole-2,5-dione